FC1=C2C(=NN(C2=CC(=C1)F)C(C(N1[C@@H](CCC1)C(F)(F)F)=O)F)C1CN(C1)C(=O)OC(C)(C)C tert-Butyl 3-(4,6-difluoro-1-{1-fluoro-2-oxo-2-[(2S)-2-(trifluoromethyl)pyrrolidin-1-yl]ethyl}-1H-indazol-3-yl)azetidine-1-carboxylate